FC1=C(C(=CC=C1)C)N1CCC(CC1)N1C(N(C=2C(C1)=CN(N2)CC2(COC2)C)CC2=C(C=CC=C2)C(F)(F)F)=O 5-[1-(2-fluoro-6-methyl-phenyl)-piperidin-4-yl]-2-(3-methyl-oxetan-3-ylmethyl)-7-(2-trifluoromethyl-benzyl)-2,4,5,7-tetrahydro-pyrazolo[3,4-d]pyrimidin-6-one